(S or R)-4-((1R,5S)-3,8-diazabicyclo[3.2.1]octan-3-yl)-6-chloro-2-(3-((2S,6R)-2,6-diethyl-morpholinyl)propoxy)-8-fluoro-quinazolin [C@H]12CN(C[C@H](CC1)N2)C2=NC(=NC1=C(C=C(C=C21)Cl)F)OCCCN2C[C@@H](O[C@@H](C2)CC)CC